Ethyl (Z)-3-((4-chloro-3,5-difluorophenyl)amino)-2-(4'-(trifluoromethoxy)-[1,1'-biphenyl]-4-yl)but-2-enoate ClC1=C(C=C(C=C1F)N\C(=C(/C(=O)OCC)\C1=CC=C(C=C1)C1=CC=C(C=C1)OC(F)(F)F)\C)F